4-Amino-1-(isoquinolin-5-yl)-7-fluoro-2-oxo-1,2-dihydroquinoline-3-carboxylic acid methyl ester COC(=O)C=1C(N(C2=CC(=CC=C2C1N)F)C1=C2C=CN=CC2=CC=C1)=O